FC(C=1C=CC(=NC1)CNCCC)(F)F N-[[5-(trifluoromethyl)-2-pyridyl]methyl]propan-1-amine